C(C)O[Si](CCCCCCCCCCCCNC1=NC(=NC(=N1)N)N)(OCC)OCC N-(12-triethoxysilyl-dodecyl)-[1,3,5]triazine-2,4,6-triamine